tert-butyl (7-((2-methyl-3-((6-methylpyridin-3-yl)carbamoyl)phenyl)amino)heptyl)carbamate CC1=C(C=CC=C1C(NC=1C=NC(=CC1)C)=O)NCCCCCCCNC(OC(C)(C)C)=O